C(CCCCCCCC)CC(CC(=O)[O-])=O.C(CCCCCCCC)CC(CC(=O)[O-])=O.[Al+2] aluminum bis(nonylacetoacetate)